methyl 5-[[(3R)-1-tert-butoxycarbonyl-3-piperidyl]-(3-methylthieno-[3,2-c]pyridin-4-yl)carbamoyl]pyridine-2-carboxylate C(C)(C)(C)OC(=O)N1C[C@@H](CCC1)N(C(=O)C=1C=CC(=NC1)C(=O)OC)C1=NC=CC2=C1C(=CS2)C